CC1=NOC(=C1C=1C=C(C=CC1)B(O)O)C (3-(3,5-dimethylisoxazol-4-yl)phenyl)boronic acid